C(C)C1(COC1)OCC(CCCC)CC 2-ethylhexyl (3-ethyl-3-oxetanyl) ether